N-((1r,4r)-4-(3-(4-(4-fluoro-2-methoxyphenyl)pyrimidin-2-yl)ureido)cyclohexyl)acetamide FC1=CC(=C(C=C1)C1=NC(=NC=C1)NC(NC1CCC(CC1)NC(C)=O)=O)OC